S(=O)(=O)=C1C(C2(CCC1C2(C)C)C)=O sulfonyl-camphanone